(1R,2S)-5'-methoxy-2-(3-{[5-methoxy-2-(morpholin-4-yl)pyrimidin-4-yl]amino}-1H-indazol-6-yl)-1'H-spiro[cyclopropane-1,3'-indol]-2'-one COC=1C=C2[C@]3(C(NC2=CC1)=O)[C@@H](C3)C3=CC=C1C(=NNC1=C3)NC3=NC(=NC=C3OC)N3CCOCC3